2-Amino-N-[1-(4-chloro-7-{3-[(methylamino)sulfonyl]pyrrolidin-1-yl}-2H-indazol-6-yl)ethyl]pyrazolo[1,5-a]pyrimidine-3-carboxamide NC1=NN2C(N=CC=C2)=C1C(=O)NC(C)C=1C=C(C2=CNN=C2C1N1CC(CC1)S(=O)(=O)NC)Cl